2-Morpholin-4-yl-4-(trifluoromethyl)-N-[1-[3-(trifluoromethyl)phenyl]-ethyl]-thiazole-5-carboxylic acid amide N1(CCOCC1)C=1SC(=C(N1)C(F)(F)F)C(=O)NC(C)C1=CC(=CC=C1)C(F)(F)F